C[C@H]1[C@@H](C[C@H]2[C@H]([C@@H]1O)C=C[C@@H]3[C@@]2(C(=O)[C@]4([C@@H](C3)/C=C/C=C/C=C/C(=O)O)C(=O)[C@H](OC4=O)CSC[C@H](C(=O)O)NC(=O)C)C)OC(=O)C The molecule is an organic heterotetracyclic compound isolated from the bacterial strain Streptomyces lucensis MA7349 and has been shown to exhibit antibacterial activity. It has a role as an antimicrobial agent, an antibacterial agent and a bacterial metabolite. It is an organic heterotetracyclic compound, an oxaspiro compound, a dicarboxylic acid, an acetate ester, a ketolactone, a member of acetamides and an organic sulfide.